FC=1C=C(C#N)C=C(C1)[C@@H]1CC=NN1C(=O)N1CCN(CC1)C1=NC=C(C(=N1)C=1SC(=NN1)C)F (S)-3-fluoro-5-(1-(4-(5-fluoro-4-(5-methyl-1,3,4-thiadiazol-2-yl)pyrimidin-2-yl)piperazine-1-carbonyl)-4,5-dihydro-1H-pyrazol-5-yl)benzonitrile